ClC=1C(=NC=CC1)C(=O)C1(C=O)CC=CC(=C1)O 1-(3-chloropyridineformyl)-5-hydroxybenzaldehyde